2,3-dihydro-1H-indene-5-carboxylate C1CCC2=CC(=CC=C12)C(=O)[O-]